(S)-3-(2-benzyl-3-chloro-6-oxo-2,6-dihydropyrrolo[3,4-c]pyrazol-5(4H)-yl)-5-methyl-7-(7-oxa-2-azaspiro[3.5]non-2-yl)-2,3-dihydrobenzo[b][1,4]oxaazepin-4(5H)-one C(C1=CC=CC=C1)N1N=C2C(=C1Cl)CN(C2=O)[C@@H]2C(N(C1=C(OC2)C=CC(=C1)N1CC2(C1)CCOCC2)C)=O